(S)-1-(((2-((2-chloro-3-(3-chloro-2-(4-((((R)-2-hydroxypropyl)amino)methyl)-3-methoxyphenyl)pyridin-4-yl)phenyl)amino)-3-fluoropyridin-4-yl)methyl)amino)propan-2-ol ClC1=C(C=CC=C1C1=C(C(=NC=C1)C1=CC(=C(C=C1)CNC[C@@H](C)O)OC)Cl)NC1=NC=CC(=C1F)CNC[C@H](C)O